N-(trans-4-cyanocyclohexyl)-1,5,7-trimethyl-4-oxo-4,5-dihydro-1H-pyrrolo[3,2-c]pyridine-3-carboxamide C(#N)[C@@H]1CC[C@H](CC1)NC(=O)C1=CN(C2=C1C(N(C=C2C)C)=O)C